4,4'-((pentane-1,5-diylbis(oxy))bis(6-methoxybenzo[b]selenophen-5,2-diyl))bis(4-oxobutanoic acid) C(CCCCOC1=CC2=C([Se]C(=C2)C(CCC(=O)O)=O)C=C1OC)OC1=CC2=C([Se]C(=C2)C(CCC(=O)O)=O)C=C1OC